1,15-pentadecanediol dimethacrylate C(C(=C)C)(=O)OCCCCCCCCCCCCCCCOC(C(=C)C)=O